C(C)N(CCCC1=CC=CC=C1)CCCC1=CC=CC=C1 N-ethyl-3-phenyl-N-(3-phenylpropyl)propan-1-amine